3,5-dimethyl-1-phenyl-4-(phenylseleno)-1H-pyrazole-13C C[13C]1=NN(C(=C1[Se]C1=CC=CC=C1)C)C1=CC=CC=C1